OCC=1C(=CC=2N(N1)C=CN2)C2=CC=C(C=C2)N2CCN(CC2)C(=O)OC(C)(C)C tert-Butyl 4-(4-(6-(hydroxymethyl)imidazo[1,2-b]pyridazin-7-yl)phenyl)piperazine-1-carboxylate